4-(3-((4-cyanophenyl)ethynyl)-5-fluorophenoxy)-1H-1,2,3-triazole-4-carboxylic acid C(#N)C1=CC=C(C=C1)C#CC=1C=C(OC2(N=NNC2)C(=O)O)C=C(C1)F